O=C1NC2=NC=C(C3=CC=CC1=C23)NC=2C=NN(C2)C2CCN(CC2)C(=O)OC(C)(C)C tert-Butyl 4-(4-((2-Oxo-1,2-dihydropyrrolo[4,3,2-ij]isoquinolin-6-yl)amino)-1H-pyrazol-1-yl)piperidine-1-carboxylate